N1(N=NC2=C1C=CC=C2)C2=CC=C(C(=O)N[C@H]1[C@H]3CC[C@@H](C1)N3C#N)C=C2 4-(1H-benzotriazol-1-yl)-N-((1R,2R,4S)-7-cyano-7-azabicyclo[2.2.1]heptan-2-yl)benzamide